tert-butyl ((7S,10S)-7,10-dibenzyl-1-((2S,3S)-1-methyl-5-oxo-2-(pyridin-3-yl)pyrrolidin-3-yl)-1,6,9,12-tetraoxo-2,5,8,11-tetraazanonadecan-19-yl)carbamate C(C1=CC=CC=C1)[C@@H](C(NCCNC(=O)[C@@H]1[C@H](N(C(C1)=O)C)C=1C=NC=CC1)=O)NC([C@@H](NC(CCCCCCCNC(OC(C)(C)C)=O)=O)CC1=CC=CC=C1)=O